C(C)OC(C1=CC(=C(C(=C1)OC)NCCC1=CC=C(C=C1)Br)N)=O 3-amino-4-((4-bromophenyl-ethyl)amino)-5-methoxybenzoic acid ethyl ester